FC1=CC=C2C(NC(=NC2=C1)CN1CC2N(C(C1)C2)C(=O)OC(C)(C)C)=O tert-butyl 3-((7-fluoro-4-oxo-3,4-dihydroquinazolin-2-yl) methyl)-3,6-diazabicyclo[3.1.1]heptane-6-carboxylate